oct-1,7-diene C=CCCCCC=C